(±)-(3S,5r,6r)-3-allyl-5-(3-chlorophenyl)-6-(4-chlorophenyl)-3-methyltetrahydro-2H-pyran-2-one C(C=C)[C@@]1(C(O[C@H]([C@H](C1)C1=CC(=CC=C1)Cl)C1=CC=C(C=C1)Cl)=O)C |r|